OC(CNC(=O)C1=NC=C(C=C1)NC1=C2C(=NC(=C1)OC=1C=NC(=CC1C)C#N)N(C=N2)C)C 5-[5-(6-cyano-4-methyl-pyridin-3-yloxy)-3-methyl-3H-imidazo[4,5-b]pyridin-7-ylamino]-pyridine-2-carboxylic acid (2-hydroxy-propyl)-amide